2-(2-(4-fluorophenyl)-3-(2-methylpyridin-4-yl)-6,7-dihydropyrazolo[1,5-a]pyrazin-5(4H)-yl)-2-oxoethyl acetate C(C)(=O)OCC(=O)N1CC=2N(CC1)N=C(C2C2=CC(=NC=C2)C)C2=CC=C(C=C2)F